2-(2,6-dioxopiperidin-3-yl)-6-fluoro-1-oxo-N-((R)-2,2,2-trifluoro-1-(2-(trifluoromethyl)phenyl)ethyl)isoindoline-5-carboxamide O=C1NC(CCC1N1C(C2=CC(=C(C=C2C1)C(=O)N[C@@H](C(F)(F)F)C1=C(C=CC=C1)C(F)(F)F)F)=O)=O